N-{[5-chloro-6-(5-methoxy-2-pyrazinyl)-2-indolyl]methyl}-5-pyrimidinecarboxamide ClC=1C=C2C=C(NC2=CC1C1=NC=C(N=C1)OC)CNC(=O)C=1C=NC=NC1